FC1=C(C=C(C=C1)N1N=CC2=CC(=CC=C12)C1CCN(CC1)C(=O)NC)O 4-(1-(4-Fluoro-3-hydroxyphenyl)-1H-indazol-5-yl)-N-methylpiperidine-1-carboxamide